O1P(OC2=C(C(=C(C(=C2CCCCCCCCCCCCC)CCCCCCCCCCCCC)C(C)(C)C2=CC=C1C=C2)CCCCCCCCCCCCC)CCCCCCCCCCCCC)OP([O-])[O-] tetra(tridecyl)-4,4'-isopropylidenediphenyl diphosphite